(R)-tertbutyl-2-((tosyloxy)methyl)morpholine-4-carboxylate C(C)(C)(C)OC(=O)N1C[C@@H](OCC1)COS(=O)(=O)C1=CC=C(C)C=C1